8-(4-chloro-2-fluorophenyl)-2,3-dimethyl-6-[(2S)-2-(1-methyl-1H-pyrazol-4-yl)morpholin-4-yl]-3H,4H-[1,3]diazino[5,4-d]pyrimidin-4-one ClC1=CC(=C(C=C1)C1=NC(=NC2=C1N=C(N(C2=O)C)C)N2C[C@@H](OCC2)C=2C=NN(C2)C)F